CN(CC(=O)NC=1SC2=C(N1)C=CC(=C2)N(S(=O)(=O)C=2SC=CC2)S(=O)(=O)C=2SC=CC2)C 2-(dimethylamino)-N-(6-(N-(thien-2-ylsulfonyl)thiophene-2-sulfonylamino)benzo[d]thiazol-2-yl)acetamide